CC1=C[C@@H]2[C@H](C(OC=3C=C(C=C(C23)O)CCCCSC)=C)CC1 (6Ar,10aR)-9-methyl-6-methylidene-3-(4-methylsulfanylbutyl)-6a,7,8,10a-tetrahydrobenzo[c]chromen-1-ol